OCCCS=C(C)[O-] S-(3-hydroxypropyl)thioacetate